N-(1-cyano-2-(2-hydroxyethyl)cyclopropyl)-1,3-diethyl-2,4-dioxo-1,2,3,4-tetrahydroquinazoline-6-sulfonamide C(#N)C1(C(C1)CCO)NS(=O)(=O)C=1C=C2C(N(C(N(C2=CC1)CC)=O)CC)=O